N1=NN=C(C=C1)C1=C(C=CC=C1)O Triazinylphenol